OC=1C=C(C=CC1OC)CCC=1C=C(C=C(C1)OC)O 3-[2-(3-hydroxy-4-methoxyphenyl)-ethyl]-5-methoxyphenol